ClC=1C=C(C=C(C1)Cl)C1(CC(=NO1)C1=CC(=C(C(=O)NC=NOC)C=C1)C)C(F)(F)F 4-[5-(3,5-dichlorophenyl)-5-trifluoromethyl-4,5-dihydro-isoxazol-3-yl]-N-[(methoxyimino)methyl]-2-methylbenzamide